NC1=C(C=C(C=C1C(C)C)C(C)(C)C1=CC(=C(C(=C1)C(C)C)N)C(C)C)C(C)C 2,2-bis(4-amino-3,5-diisopropylphenyl)propane